[Mn](=O)(=O)([O-])[O-].[Li+].[Fe+2].[Mn+2] manganese iron lithium manganate